(E)-1-methyl-N-(1-methyl-5-(thiomorpholine-4-carbonyl)-1H-pyrrol-3-yl)-4-(4-(2-(quinolin-3-yl)vinyl)benzamido)-1H-pyrrole-2-carboxamide CN1C(=CC(=C1)NC(C1=CC=C(C=C1)\C=C\C=1C=NC2=CC=CC=C2C1)=O)C(=O)NC1=CN(C(=C1)C(=O)N1CCSCC1)C